hexahydro-2H-pyrrolo[2,3-c]pyridine-6-carboxylate N1CCC2C1CN(CC2)C(=O)[O-]